1-bromo-4-(chloromethoxy)benzene BrC1=CC=C(C=C1)OCCl